m-hydroxydiethylaniline tert-butyl-2-[1-[6-chloro-2-(2-methylindazol-5-yl)-4-oxo-chromen-8-yl]ethylamino]benzoate C(C)(C)(C)OC(C1=C(C=CC=C1)NC(C)C=1C=C(C=C2C(C=C(OC12)C1=CC2=CN(N=C2C=C1)C)=O)Cl)=O.OC=1C=C(N(CC)CC)C=CC1